FC=1C=C2C=3C(C(N(C2=C(C1)N)C)C)=CN(N3)C 8-fluoro-2,4,5-trimethyl-4,5-dihydro-2H-pyrazolo[4,3-c]quinolin-6-amine